demethyladrenaline NCC(O)C1=CC(O)=C(O)C=C1